Methyl-(5S)-3-oxo-2-{[5-(trifluoromethyl)pyridin-2-yl]methyl}-2,3,5,6,7,8-hexahydro[1,2,4]triazolo[4,3-a]pyridine-5-carboxylate COC(=O)[C@@H]1CCCC=2N1C(N(N2)CC2=NC=C(C=C2)C(F)(F)F)=O